(1-(1-(2,4-bis(trifluoromethyl)phenyl)ethyl)-1H-pyrazol-4-yl)-2-bromothiazole-4-carboxamide FC(C1=C(C=CC(=C1)C(F)(F)F)C(C)N1N=CC(=C1)C1=C(N=C(S1)Br)C(=O)N)(F)F